C1(CCC1)OC1=CC(=NC=C1)CC(=O)NC=1N=NC(=CC1)CCCCC=1SC(=NN1)NC(CC1=NC=CC=C1)=O 2-(4-Cyclobutoxypyridin-2-yl)-N-(6-(4-(5-(2-(pyridin-2-yl)acetamido)-1,3,4-thiadiazol-2-yl)butyl)-pyridazin-3-yl)acetamide